6-acetyl-1,1,3,4,4,6-hexamethyltetrahydro-naphthalene C(C)(=O)C1(CC2C(C(CC(C2=CC1)(C)C)C)(C)C)C